C(C)C1=CC=C(C=C1)C1=CC=C(C=C1)CC diethyl-biphenyl